2-((S)-2-benzylpyrrolidin-1-yl)-6-((2S,6S)-2,6-dimethylmorpholino)pyrimidin-4(3H)-one C(C1=CC=CC=C1)[C@H]1N(CCC1)C1=NC(=CC(N1)=O)N1C[C@@H](O[C@H](C1)C)C